N-((4S,5S)-3-((E)-(((S)-tert-butylsulfinyl)imino)methyl)-7-ethyl-4-(4-fluorophenyl)-6-oxo-1-phenyl-4,5,6,7-tetrahydro-1H-pyrazolo[3,4-b]pyridin-5-yl)-3-(trifluoromethyl)benzamide C(C)(C)(C)[S@](=O)\N=C\C1=NN(C=2N(C([C@H]([C@H](C21)C2=CC=C(C=C2)F)NC(C2=CC(=CC=C2)C(F)(F)F)=O)=O)CC)C2=CC=CC=C2